CON(C(=O)C1=NC=C(N=C1)C(F)(F)F)C N-Methoxy-N-methyl-5-(trifluoromethyl)pyrazine-2-carboxamide